N1C=C(C=2C1=CN=CC2)NC(C(=O)O)=O 2-((1H-pyrrolo[2,3-c]pyridin-3-yl)amino)-2-oxoacetic acid